ClC1=C(C=CC(=C1)F)C1=CC=2N(C(N(C(C2S1)=O)C=1C2=C(C=NC1)N=C(N2C)C)=O)CCC#N 3-(6-(2-chloro-4-fluorophenyl)-3-(1,2-dimethyl-1H-imidazo[4,5-c]pyridin-7-yl)-2,4-dioxo-3,4-dihydrothieno[3,2-d]pyrimidin-1(2H)-yl)propionitrile